ClC=1C=C(C(=NC1)OC)S(=O)(=O)NC1=CC(=C(C=C1)F)C1=NC=2C=NC(=NC2N(C1=O)C)NC1CC1 5-Chloro-N-(3-(2-(cyclopropylamino)-8-methyl-7-oxo-7,8-dihydropteridin-6-yl)-4-fluorophenyl)-2-methoxypyridine-3-sulfonamide